CC1=C(C=C(C=C1)C1C2CNCC12)OC(F)(F)F 6-(4-Methyl-3-(trifluoromethoxy)phenyl)-3-azabicyclo[3.1.0]hexane